2-methyl-6-[2-(trifluoromethyl)-5,6-dihydroimidazo[1,2-a]pyrazin-7(8H)-yl]pyrido[3,4-d]pyrimidin-4-ol CC=1N=C(C2=C(N1)C=NC(=C2)N2CC=1N(CC2)C=C(N1)C(F)(F)F)O